[Cl-].C(C)(=O)NC(C(C)(C)SSC(=[NH2+])NC1=CC=C(C=C1)C(F)(F)F)C(=O)O ((1-acetamido-1-carboxy-2-methylpropan-2-yl)disulfaneyl)((4-(trifluoromethyl)phenyl)amino)methaniminium chloride